C(C)(C)(C)OC(=O)N[C@@H](/C=C/C(C(=O)OC)(C)C)C1=CC=CC=C1 Methyl (S,E)-5-((tert-butoxycarbonyl)amino)-2,2-dimethyl-5-phenylpent-3-enoate